2-(3-bromo-5-fluorophenyl)-2,2-difluoroethane-1-ol BrC=1C=C(C=C(C1)F)C(CO)(F)F